N-((6S,7S)-6-((2,2'-difluoro-[1,1'-biphenyl]-3-yl)methyl)-5-((R)-oxetane-2-carbonyl)-5-azaspiro[2.4]heptan-7-yl)-1,1-difluoromethanesulfonamide FC1=C(C=CC=C1C[C@@H]1N(CC2(CC2)[C@@H]1NS(=O)(=O)C(F)F)C(=O)[C@@H]1OCC1)C1=C(C=CC=C1)F